1-methyl-3-(tetramethyl-1,3,2-dioxaborolan-2-yl)-1H-pyrazole CN1N=C(C=C1)B1OC(C(O1)(C)C)(C)C